(R)-2-fluoro-4-(1-(4-oxo-5,6,7,8-tetrahydropyrido[4',3':4,5]thieno[2,3-d]pyrimidin-3(4H)-yl)ethyl)benzonitrile FC1=C(C#N)C=CC(=C1)[C@@H](C)N1C=NC2=C(C1=O)C1=C(S2)CNCC1